5-Bromo-2-(1-methyl-1,2,3,6-tetrahydropyridin-4-yl)pyrimidine BrC=1C=NC(=NC1)C=1CCN(CC1)C